C(#N)C1=C(C=C(CN2N=CC(=C2)NC(=O)C2=NOC(=C2)C=2OC=CC2)C=C1)C(F)(F)F N-(1-(4-cyano-3-(trifluoromethyl)benzyl)-1H-pyrazol-4-yl)-5-(furan-2-yl)isoxazole-3-carboxamide